N-cyclohexyl-3-[2-(6-ethoxypyridin-3-yl)-1H-benzimidazol-1-yl]-N-ethylpropanamide C1(CCCCC1)N(C(CCN1C(=NC2=C1C=CC=C2)C=2C=NC(=CC2)OCC)=O)CC